O(O)C1(CC(OO1)=O)C 5-hydroperoxy-5-methyl-1,2-dioxolan-3-one